calcium silicate salt hydrate O.[Si]([O-])([O-])([O-])[O-].[Ca+2].[Ca+2]